6-(3-methyl-1H-indol-2-yl)-N-neopentylpyrazine-2-carboxamide CC1=C(NC2=CC=CC=C12)C1=CN=CC(=N1)C(=O)NCC(C)(C)C